C[C@@]12CC(C[C@@](CC1)(N2)C)OC2=CC=C(N=N2)C2=NC=C(C=C2O)C=2C=NC=NC2 2-(6-{[(1S,3R,5R)-1,5-dimethyl-8-azabicyclo[3.2.1]oct-3-yl]oxy}pyridazin-3-yl)-5-(pyrimidin-5-yl)pyridin-3-ol